2-chloro-4-methyl-9H-pyrimido[4,5-b]indole ClC=1N=C(C2=C(NC3=CC=CC=C23)N1)C